Ethyl 3-[2-chloro-5-[2-chloro-4-(trifluoromethyl)phenyl]-4-fluoro-phenyl]-5-methyl-4H-isoxazole-5-carboxylate ClC1=C(C=C(C(=C1)F)C1=C(C=C(C=C1)C(F)(F)F)Cl)C1=NOC(C1)(C(=O)OCC)C